P(=O)(O)(O)O.C(#N)[Li] cyanolithium phosphate salt